ClC=1C=NN(C(C1Cl)=O)CC(=O)NC=1C=CC(=C(C1)S(=O)(=O)N1C(CCCC1)C(=O)N)C 1-((5-(2-(4,5-Dichloro-6-oxopyridazin-1(6H)-yl)acetamido)-2-methylphenyl)sulfonyl)piperidine-2-carboxamide